hydroxy formate C(=O)OO